C(C)N1C=CC2=CC(=CC=C12)N ethyl-1H-indol-5-amine